N-[5-(2-chlorophenyl)-6-[(4-methoxyphenyl)methyl]-2-(methylsulfanyl)-7-oxo-5h,6h,7h-pyrrolo[3,4-d]pyrimidin-4-yl]-3-fluoro-5-(trifluoromethyl)benzamide ClC1=C(C=CC=C1)C1N(C(C=2N=C(N=C(C21)NC(C2=CC(=CC(=C2)C(F)(F)F)F)=O)SC)=O)CC2=CC=C(C=C2)OC